(S)-4-[2-(4-hydroxy-6-methylpyrimidin-2-ylamino)-2-(2-methylthiazol-4-yl)ethyl]phenylaminosulfonic acid OC1=NC(=NC(=C1)C)N[C@@H](CC1=CC=C(C=C1)NS(=O)(=O)O)C=1N=C(SC1)C